2-(3-(2,5-dimethoxyphenyl)-1-methylureido)-5-oxo-5H-thieno[3,2-b]pyran-6-carboxylic acid COC1=C(C=C(C=C1)OC)NC(N(C)C1=CC=2OC(C(=CC2S1)C(=O)O)=O)=O